2-amino-4-(benzo[b]thiophen-3-yl)-5-(cyclopropanecarbonyl)-6-methyl-1,4-dihydropyridine-3-carboxylic acid methyl ester COC(=O)C1=C(NC(=C(C1C=1C2=C(SC1)C=CC=C2)C(=O)C2CC2)C)N